FC1=C(C=CC(=C1)F)C1=CC(=CC(=C1)F)/C=C/C(=O)OCC ethyl (E)-3-(2',4',5-trifluorobiphenyl-3-yl)acrylate